C1(CC1)NC(C1=C(C=C(C=C1OC)C=1C=NN2C1C=CC(=C2)C(C)(C2=NOC(=N2)C)C)OC(F)F)=O N-cyclopropyl-2-(difluoromethoxy)-6-methoxy-4-[6-[1-methyl-1-(5-methyl-1,2,4-oxadiazol-3-yl)ethyl]pyrazolo[1,5-a]pyridin-3-yl]benzamide